CCCC(=O)SCCNC(CCNC([C@@H](C(COP(OP(OC[C@@H]1[C@H]([C@H]([C@@H](O1)N1C=NC=2C(N)=NC=NC12)O)OP(=O)(O)O)(=O)O)(=O)O)(C)C)O)=O)=O methyl-propionyl-coenzyme A